F[P-](F)(F)(F)(F)F.Cl[Ru-2](=CC1=C(C=CC=C1)OC(C)C)Cl dichloro(2-isopropyloxybenzylidene)ruthenium (II) hexafluorophosphate